(S)-N-(3-(2-((2-fluoro-3-(methylsulfonyl)phenyl)amino)-5-methylpyrimidin-4-yl)-1H-indol-7-yl)-2-(4-methyl-1,4-diazepan-1-yl)butanamide FC1=C(C=CC=C1S(=O)(=O)C)NC1=NC=C(C(=N1)C1=CNC2=C(C=CC=C12)NC([C@H](CC)N1CCN(CCC1)C)=O)C